COC1=CC=C(C2=C1NC(=N2)NC(=O)N2CC1(CCOC1)CC2)C=2C=NN(C2)C N-[7-methoxy-4-(1-methyl-1H-pyrazol-4-yl)-1H-1,3-benzodiazol-2-yl]-2-oxa-7-azaspiro[4.4]nonane-7-carboxamide